BrC=1C(N(C(=CC1OCC1=C(C=C(C=C1)F)CNC(=O)NC1CC1)C)C=1C=C(C(=O)NC)C=CC1C)=O 3-[3-bromo-4-{[2-({[(cyclopropylamino)carbonyl]amino}methyl)-4-fluorobenzyl]oxy}-6-methyl-2-oxopyridin-1(2H)-yl]-N,4-dimethylbenzamide